isopentenyl pyrophosphate lithium salt [Li+].O(P([O-])(=O)OP(=O)([O-])[O-])CCC(=C)C.[Li+].[Li+]